methyl 2-amino-4-(2-((tert-butoxycarbonyl)amino)-3-cyano-7-fluorothieno[3,2-c]pyridin-4-yl)-5-chloro-3,6-difluorobenzoate NC1=C(C(=O)OC)C(=C(C(=C1F)C1=NC=C(C2=C1C(=C(S2)NC(=O)OC(C)(C)C)C#N)F)Cl)F